N[C@H]1C[C@H](CCC1)C(=O)OC cis-methyl 3-aminocyclohexane-1-carboxylate